2-(4-chlorophenoxy)-N-(1-(3-(4-chlorophenoxy)-2-fluoropropyl)piperidin-4-yl)acetamide ClC1=CC=C(OCC(=O)NC2CCN(CC2)CC(COC2=CC=C(C=C2)Cl)F)C=C1